FC1=CC(=C(CNC=2C=3N(N=C(C2)SC2CCNCC2)C(=CN3)C(C)C)C=C1)C(F)(F)F N-(4-fluoro-2-(trifluoromethyl)benzyl)-3-isopropyl-6-(piperidin-4-ylthio)imidazo[1,2-b]pyridazin-8-amine